sodium 2-methoxy-5-nitrophenolate COC1=C(C=C(C=C1)[N+](=O)[O-])[O-].[Na+]